C1=CC=CC=2C3=CC=CC=C3C(C12)COC(=O)ON1N=NC2=C1C=CC=C2 1-[(9H-fluoren-9-ylmethoxy)carbonyloxy]benzotriazole